trifluoropropionyloxyindole 2,3,5,6-tetramethyl-1,4-phenylene-bis(4-hydroxy-3,5-dimethylbenzoate) CC1=C(C(=C(C(=C1C)C1=C(C(=O)O)C=C(C(=C1C)O)C)C)C)C1=C(C(=O)O)C=C(C(=C1C)O)C.FC(CC(=O)OC=1NC2=CC=CC=C2C1)(F)F